ClC1=C(C(=NC(=N1)N(C)C1=C(C=C(C=C1F)S(=O)(=O)C)F)N(CC1=CC=C(C=C1)OC)C1=NN(C(=C1)C1CC1)C1OCCCC1)C1CC1 6-chloro-5-cyclopropyl-N4-(5-cyclopropyl-1-(tetrahydro-2H-pyran-2-yl)-1H-pyrazol-3-yl)-N2-(2,6-difluoro-4-(methylsulfonyl)phenyl)-N4-(4-methoxybenzyl)-N2-methylpyrimidine-2,4-diamine